(Z)-1-(4-amino-2-fluorobut-2-en-1-yl)-4-(2-methoxy-5-(N-methylsulfamoyl)phenyl)-N-methyl-1H-benzo[d][1,2,3]triazol-6-carboxamide NC\C=C(\CN1N=NC2=C1C=C(C=C2C2=C(C=CC(=C2)S(NC)(=O)=O)OC)C(=O)NC)/F